METHYL 4-AMINO-3-(1-METHYL-1H-PYRAZOL-4-YL)ISOTHIAZOLE-5-CARBOXYLATE NC=1C(=NSC1C(=O)OC)C=1C=NN(C1)C